C1=CC(=C2C(=C1)OC3=C(C2=O)C=CC(=C3O)O)O The molecule is a member of the class of xanthones that is 9H-xanthen-9-one substituted by hydroxy groups at positions 1, 5 and 6. It has a role as a plant metabolite. It is a member of xanthones and a polyphenol.